4-t-butyl-2,5-xylenol C(C)(C)(C)C=1C=C(C(=CC1C)O)C